(3S,7S)-12-(benzyloxy)-3-ethyl-1,11-dioxo-N-(2,4,6-trifluorobenzyl)-1,4,5,6,7,11-hexahydro-3H-2,7-methanopyrido[1,2-a][1,4]diazonine-10-carboxamide C(C1=CC=CC=C1)OC=1C(C(=CN2C1C(N1[C@H](CCC[C@H]2C1)CC)=O)C(=O)NCC1=C(C=C(C=C1F)F)F)=O